P(=O)(O)(O)O.OC(C(=O)C1=CC=C(C=C1)OCCO)(C)C 2-hydroxy-4'-(2-hydroxyethoxy)-2-methylpropiophenone phosphate